3-(3-hydroxy-3-(trifluoromethyl)pyrrolidine-1-carbonyl)-8-(4-isobutyrylpiperazin-1-yl)-N-(3-methyloxetane-3-yl)-N-((2-(trimethylsilyl)ethoxy)methyl)imidazo[1,5-a]pyridine-6-sulfonamide OC1(CN(CC1)C(=O)C1=NC=C2N1C=C(C=C2N2CCN(CC2)C(C(C)C)=O)S(=O)(=O)N(COCC[Si](C)(C)C)C2(COC2)C)C(F)(F)F